C(C)(C)(C)OC(=O)[C@H](C(=O)O)CC (2S)-2-(tert-butoxycarbonyl)butyric acid